1-(4-chlorophenyl)-6-(methylsulfonylmethyl)-2-methyl-1H-indole ClC1=CC=C(C=C1)N1C(=CC2=CC=C(C=C12)CS(=O)(=O)C)C